3-[(2-chloro-6-fluorobenzyl)sulfanyl]-5-cyclopropyl-[1,2,4]triazolo[4,3-a]pyrimidin-7(8H)-one ClC1=C(CSC2=NN=C3N2C(=CC(N3)=O)C3CC3)C(=CC=C1)F